N-((R)-1-(((S)-4-hydroxy-3-oxo-1-((R)-2-oxopyrrolidin-3-yl)butan-2-yl)amino)-4-methyl-1-oxopentan-2-yl)-4-methoxy-1-propyl-1H-indole-2-carboxamide OCC([C@H](C[C@@H]1C(NCC1)=O)NC([C@@H](CC(C)C)NC(=O)C=1N(C2=CC=CC(=C2C1)OC)CCC)=O)=O